C(C)N1C(=NN(C1=O)C1=NC=2C(=CN(C(C2C=C1F)=O)C1=C(C=CC=C1)C)[C@@H](C(F)(F)F)C)CO (S)-2-(4-ethyl-3-(hydroxymethyl)-5-oxo-4,5-dihydro-1H-1,2,4-triazol-1-yl)-3-Fluoro-6-(o-tolyl)-8-(1,1,1-trifluoropropan-2-yl)-1,6-naphthyridin-5(6H)-one